7-((7-(allyloxy)-2,2-diphenylbenzo[d][1,3]dioxole-5-carbonyl)oxy)-2,2-diphenylbenzo[d][1,3]dioxole-5-carboxylic acid C(C=C)OC1=CC(=CC2=C1OC(O2)(C2=CC=CC=C2)C2=CC=CC=C2)C(=O)OC2=CC(=CC1=C2OC(O1)(C1=CC=CC=C1)C1=CC=CC=C1)C(=O)O